1-((tetrahydrofuran-2-yl)methyl)-1,4-dihydroquinoxalin-2,3-dione O1C(CCC1)CN1C(C(NC2=CC=CC=C12)=O)=O